(s)-2-amino-3-morpholinopropanoic acid N[C@H](C(=O)O)CN1CCOCC1